ClCC1=C(C=CC(=C1F)C1CC1)N1N=NN=C1 1-(2-(chloromethyl)-4-cyclopropyl-3-fluorophenyl)-1H-tetrazole